CN(C(C(=O)C1=CC=C(C=C1)N1CCOCC1)(C)CC1=CC=C(C=C1)C)C 2-(dimethylamino)-2-[(4-methylphenyl)methyl]-1-[4-(4-morpholinyl)phenyl]-1-propan-one